4-[5-(4-Fluorophenyl)-2-[4-(methylsulfonyl)phenyl]-1H-imidazol-4-yl]pyridine 2-Hydroxy-5-methoxy-3-(5-methyl-2H-benzo[d][1,2,3]triazol-2-yl)benzylmethacrylat OC1=C(COC(C(=C)C)=O)C=C(C=C1N1N=C2C(=N1)C=CC(=C2)C)OC.FC2=CC=C(C=C2)C2=C(N=C(N2)C2=CC=C(C=C2)S(=O)(=O)C)C2=CC=NC=C2